C(C)(C)(C)OC(=O)N1CC2(C1)N(C(CN(C2=O)C2CCC(CC2)C(F)F)=O)CC2=CC=C(C=C2)C(F)(F)F 8-((1r,4r)-4-(difluoromethyl)cyclohexyl)-6,9-dioxo-5-(4-(trifluoromethyl)benzyl)-2,5,8-triazaspiro[3.5]nonane-2-carboxylic acid tert-butyl ester